FC(C12CC(C1)(C2)C(=O)N)(F)F 3-(Trifluoromethyl)bicyclo[1.1.1]pentane-1-carboxamide